[Li].F[C] Fluorocarbon lithium